C(N)(=O)C1=C(C=CC=C1Cl)N1C(C(C=2C1=NC(=CC2)C2CCN(CC2)C(=O)OC(C)(C)C)(C)C)=O tert-butyl 4-(1-(2-carbamoyl-3-chlorophenyl)-3,3-dimethyl-2-oxo-2,3-dihydro-1H-pyrrolo[2,3-b]pyridin-6-yl)piperidine-1-carboxylate